N-CYCLOPROPYL-2-[(2,6-DIFLUORO-4-FORMYLPHENYL)(METHYL)AMINO]ACETAMIDE C1(CC1)NC(CN(C)C1=C(C=C(C=C1F)C=O)F)=O